3-[3-(trifluoromethoxy)phenyl]propanamide FC(OC=1C=C(C=CC1)CCC(=O)N)(F)F